CC12CCCCC2O1 1-methyl-7-oxabicyclo[4.1.0]heptane